FC1=C(OCC(=O)NCCOCCOCCOCCNC2=C3C(N(C(C3=CC=C2)=O)C2C(NC(CC2)=O)=O)=O)C(=CC=C1F)C=1N=C(SC1)N1CCOCC1 2-(2,3-difluoro-6-(2-morpholinothiazol-4-yl)phenoxy)-N-(2-(2-(2-(2-((2-(2,6-dioxopiperidin-3-yl)-1,3-dioxoisoindolin-4-yl)amino)ethoxy)ethoxy)ethoxy)ethyl)acetamide